C=1(C(=CC=C2C=C3C=CC=CC3=CC12)S(=O)(=O)[O-])S(=O)(=O)[O-] anthracenedisulfonate